(S)-2-(4-(6-((4-(1-cyclopropyl-1H-1,2,3-triazol-4-yl)-2-fluorobenzyl)oxy)pyridin-2-yl)-2,5-difluorobenzyl)-1-(oxetan-2-ylmethyl)-1H-benzo[d]imidazole-6-carboxylic acid C1(CC1)N1N=NC(=C1)C1=CC(=C(COC2=CC=CC(=N2)C2=CC(=C(CC3=NC4=C(N3C[C@H]3OCC3)C=C(C=C4)C(=O)O)C=C2F)F)C=C1)F